(E)-but-2-en-1-yl ((benzyloxy)carbonyl)glycinate C(C1=CC=CC=C1)OC(=O)NCC(=O)OC\C=C\C